Ethyl (S)-5-carbonylpyrrolidine-2-carboxylate C(=O)=C1CC[C@H](N1)C(=O)OCC